2-(4-methoxybenzyl)-6-(1-(3-oxo-3-(4-(5-(trifluoromethyl)pyrimidin-2-yl)piperazin-1-yl)propoxy)ethyl)-4-(trifluoromethyl)pyridazin-3(2H)-one COC1=CC=C(CN2N=C(C=C(C2=O)C(F)(F)F)C(C)OCCC(N2CCN(CC2)C2=NC=C(C=N2)C(F)(F)F)=O)C=C1